5-(3-dithiolanyl)-3-oxopentanoic acid S1SC(CC1)CCC(CC(=O)O)=O